2-(3,5-dichloro-4-((1-oxo-2-(pyridin-3-yl)-1,2,3,4-tetrahydroisoquinolin-6-yl)oxy)phenyl)-3,5-dioxo-2,3,4,5-tetrahydro-1,2,4-triazine-6-carbonitrile ClC=1C=C(C=C(C1OC=1C=C2CCN(C(C2=CC1)=O)C=1C=NC=CC1)Cl)N1N=C(C(NC1=O)=O)C#N